N-(1-((1s,4s)-4-(hydroxymethyl)cyclohexyl)-5-(piperazin-1-yl)-1H-benzo[D]imidazol-2-yl)-3-(trifluoromethyl)benzamide OCC1CCC(CC1)N1C(=NC2=C1C=CC(=C2)N2CCNCC2)NC(C2=CC(=CC=C2)C(F)(F)F)=O